ClC=1C=CC2=C(C(=NCC3=C2N=C(N=C3)NC3=CC(=C(C(=O)NCCCC(=O)O)C=C3)OC)C3=C(C=CC=C3OC)F)C1 4-(4-((9-chloro-7-(2-fluoro-6-methoxyphenyl)-5H-benzo[c]pyrimido[4,5-e]azepin-2-yl)amino)-2-methoxybenzoylamino)butanoic acid